C(C)(C)C1=C(C=CC=C1)C=1N=C(C2=C(N1)CCNC2=O)NCC2=CC=C(C=C2)C=2N(C=C(N2)C(F)(F)F)C 2-(2-isopropylphenyl)-4-((4-(1-methyl-4-(trifluoromethyl)-1H-imidazol-2-yl)benzyl)amino)-7,8-dihydropyrido[4,3-d]pyrimidin-5(6H)-one